4-(1-((3,3-difluorocyclopentyl)methyl)-4-methyl-3-(1,1,1-trifluoropropan-2-yl)-1H-pyrazole-5-carboxamido)picolinamide FC1(CC(CC1)CN1N=C(C(=C1C(=O)NC1=CC(=NC=C1)C(=O)N)C)C(C(F)(F)F)C)F